C1(CC1)C1=CC=C(C=N1)C(=O)O 6-cyclopropylpyridine-3-carboxylic acid